1-amino-6-chloro-2-(1,3,4-oxadiazol-2-yl)-1H-indol-3-carbaldehyde NN1C(=C(C2=CC=C(C=C12)Cl)C=O)C=1OC=NN1